5-Amino-3-[5-[2-[[3-(1,1-difluoroethyl)isoxazol-5-yl]amino]-2-oxo-ethyl]-2-pyridyl]-1-isopropyl-pyrazole-4-carboxamide NC1=C(C(=NN1C(C)C)C1=NC=C(C=C1)CC(=O)NC1=CC(=NO1)C(C)(F)F)C(=O)N